FC1=C(C=CC=2NC(=NC21)CNC=2C=1N(N=C(C2)N2CCN(CC2)C)C(=CN1)C=1C=NN(C1)C(C)C)F N-((4,5-difluoro-1H-benzo[d]imidazol-2-yl)methyl)-3-(1-isopropyl-1H-pyrazol-4-yl)-6-(4-methylpiperazin-1-yl)imidazo[1,2-b]pyridazin-8-amine